6-chloro-3-[methyl-(oxolan-3-yl)amino]pyridazine-4-carboxylic acid tert-butyl ester C(C)(C)(C)OC(=O)C1=C(N=NC(=C1)Cl)N(C1COCC1)C